1'-tert-butoxycarbonyl-[1,4'-bipiperidyl]-4-carboxylic acid C(C)(C)(C)OC(=O)N1CCC(CC1)N1CCC(CC1)C(=O)O